2-amino-4-(butylamino)-6-(2-methoxy-4-(pyrrolidin-1-ylmethyl)benzyl)pyrido[4,3-d]pyrimidin-5(6H)-one NC=1N=C(C2=C(N1)C=CN(C2=O)CC2=C(C=C(C=C2)CN2CCCC2)OC)NCCCC